(S)-7-(1H,1'H-[3,3'-bipyrazol]-1-ylmethyl)-4-(cyclopropylethynyl)-4-(1,1-difluoroethyl)-6-fluoro-3,4-dihydroquinazolin-2(1H)-one N1(N=C(C=C1)C1=NNC=C1)CC1=C(C=C2[C@](NC(NC2=C1)=O)(C(C)(F)F)C#CC1CC1)F